(3,4-Dihydroxypiperidin-1-yl)-6-(6-(trifluoromethyl)pyridin-2-yl)-N-(2-(trifluoromethyl)pyridin-4-yl)-1,3,5-triazin-2-amine OC1CN(CCC1O)C1=NC(=NC(=N1)C1=NC(=CC=C1)C(F)(F)F)NC1=CC(=NC=C1)C(F)(F)F